dodecyl-trimethyl-salicylamine C(CCCCCCCCCCC)NCC=1C(O)=C(C(=C(C1)C)C)C